N2-(3-(5-cyclopropoxy-4-(trifluoromethyl)pyridin-2-yl)-1,2,4-thiadiazol-5-yl)-N3,N3-dimethyl-pyridine-2,3-diamine C1(CC1)OC=1C(=CC(=NC1)C1=NSC(=N1)NC1=NC=CC=C1N(C)C)C(F)(F)F